2,7-diamino-9-fluorenone NC1=CC=2C(C3=CC(=CC=C3C2C=C1)N)=O